7-iodo-1-methyl-1H-imidazo[4,5-c]pyridin-6-amine IC=1C2=C(C=NC1N)N=CN2C